3-(4-(trifluoromethyl)benzyl)azetidine FC(C1=CC=C(CC2CNC2)C=C1)(F)F